FC1=C(C(=O)OC)C(=CC(=C1NC(=O)C=1NC=CC1)F)F methyl 2,4,6-trifluoro-3-(1H-pyrrole-2-carboxamido)benzoate